C(C)NC(=O)C=1N=C(OC1C1=CC=C(C=C1)OC)C1=CC=C(C=C1)C(F)(F)F N-ethyl-5-(4-methoxyphenyl)-2-(4-(trifluoromethyl)phenyl)Oxazole-4-carboxylic acid amide